4-(3-(1H-imidazol-1-yl)propyl)thiazole-2-amine N1(C=NC=C1)CCCC=1N=C(SC1)N